NC1=CC=2N(C=C1OC([2H])([2H])[2H])N=C(C2)CCC(C)(O)C 4-[5-amino-6-(trideuteriomethoxy)pyrazolo[1,5-a]pyridin-2-yl]-2-methyl-butan-2-ol